C(C)(C)(C)OC(=O)N1CC(OCC1)C1=NC(=CC=C1)C1CC1 Tert-butyl-2-(6-cyclopropylpyridin-2-yl)morpholin-4-carboxylate